ClC1=CC(=C2C(=N1)N(C=N2)COCC[Si](C)(C)C)Cl 2-[(5,7-dichloroimidazo[4,5-b]pyridin-3-yl)methoxy]ethyl-trimethyl-silane